D-N-methyl-pipecolyl-isoleucine CN([C@H]([C@@H](C)CC)C(=O)O)C(C1NCCCC1)=O